methylvinylbenzyl glycidyl ether C(C1CO1)OC(C1=CC=CC=C1)C=CC